ClC1=CC(=NC(=C1O)Cl)C(=O)N[C@H]1[C@@H](CCCC1)C(NCC1=C(C=CC=C1)OC(F)(F)F)=O 4,6-dichloro-5-hydroxy-N-((1R,2R)-2-((2-(trifluoromethoxy)benzyl)carbamoyl)cyclohexyl)picolinamide